(2-methylbutyl)-5-(4,4,5,5-tetramethyl-1,3,2-dioxaborolan-2-yl)pyrimidin-2-amine CC(CC1=NC(=NC=C1B1OC(C(O1)(C)C)(C)C)N)CC